4-Aminopiperidine-1-carboxylate NC1CCN(CC1)C(=O)[O-]